O=C1NC(CCC1N1C(C2=CC=C(C=C2C1=O)N1CC(C1)CN1N=CC(=C1)C=1C(=CC2=C(C(C=3NC4=CC(=CC=C4C3C2=O)C#N)(C)C)C1)CC)=O)=O 8-(1-((1-(2-(2,6-Dioxopiperidin-3-yl)-1,3-dioxoisoindolin-5-yl)azetidin-3-yl)methyl)-1H-pyrazol-4-yl)-9-ethyl-6,6-dimethyl-11-oxo-6,11-dihydro-5H-benzo[b]carbazole-3-carbonitrile